tert-butyl 4-[[trans-2-[[3-(2,6-dimethoxyphenyl)-1-[[2-(trimethylsilyl)ethoxy]methyl]pyrrolo[2,3-b]pyridin-6-yl]carbamoyl]cyclopropyl]methyl]piperazine-1-carboxylate COC1=C(C(=CC=C1)OC)C1=CN(C2=NC(=CC=C21)NC(=O)[C@H]2[C@@H](C2)CN2CCN(CC2)C(=O)OC(C)(C)C)COCC[Si](C)(C)C